((S)-4-isopropylcyclohex-1-en-1-yl)-2-methylpropanal C(C)(C)[C@@H]1CC=C(CC1)C(C=O)(C)C